CCC(=C)CC\C=C(/C)\CCC=C(C)C 1E-beta-farnesene